methyl 2,6-dimethoxy-4-[7-(1-methylpyrazol-4-yl)imidazo[1,2-a]pyridin-3-yl]benzoate COC1=C(C(=O)OC)C(=CC(=C1)C1=CN=C2N1C=CC(=C2)C=2C=NN(C2)C)OC